BrCC1=NC=C(C(=C1)OCC)F 2-(bromomethyl)-4-ethoxy-5-fluoropyridine